N-(4,5-dihydroxy-2-nitrophenethyl)-2-(2-(2-methoxyethoxy)ethoxy)acetamide methyl-(R)-2-((S)-2-(((benzyloxy)carbonyl)amino)-3-hydroxypropanamido)butanoate COC([C@@H](CC)NC([C@H](CO)NC(=O)OCC1=CC=CC=C1)=O)=O.OC1=CC(=C(CCNC(COCCOCCOC)=O)C=C1O)[N+](=O)[O-]